(M)-6-chloro-7-(2-fluorophenyl)-1-(4-methyl-2-(2-propanyl)-3-pyridinyl)-4-((3R)-3-methyl-4-(2-propenoyl)-1-piperazinyl)pyrido[2,3-d]pyrimidin-2(1H)-one ClC1=CC2=C(N(C(N=C2N2C[C@H](N(CC2)C(C=C)=O)C)=O)C=2C(=NC=CC2C)C(C)C)N=C1C1=C(C=CC=C1)F